2-(ethylthiocarbonylthio)propionic acid C(C)C(=S)SC(C(=O)O)C